6-((1-(tert-butyl)-3-((1S,3R)-3-((tert-butyldimethylsilyl)oxy)cyclopentyl)-1H-pyrazol-5-yl)amino)-2-methylpyridazin-3(2H)-one C(C)(C)(C)N1N=C(C=C1NC=1C=CC(N(N1)C)=O)[C@@H]1C[C@@H](CC1)O[Si](C)(C)C(C)(C)C